FC12CC(C1)(C2)CNCC=2C=CC=1N(C2)C=C(N1)CN1N=NC(=C1)C1=NC(=CN=C1)OC ({3-fluorobicyclo[1.1.1]pentan-1-yl}methyl)[(2-{[4-(6-methoxypyrazin-2-yl)-1H-1,2,3-triazol-1-yl]methyl}imidazo[1,2-a]pyridin-6-yl)methyl]amine